COCCNCC(=O)OCCNCC(=O)OCCOCCOCCOCCOCCN(CCCCCCCC)C(C(COCCCCCCCC\C=C/CCCCCCCC)OCCCCCCCC\C=C/CCCCCCCC)=O 2-[[2-[2-[2-[2-[2-[2-[2,3-bis[(Z)-octadec-9-enoxy]propanoyl-octyl-amino]ethoxy]ethoxy]ethoxy]ethoxy]ethoxy]-2-oxo-ethyl]amino]ethyl 2-(2-methoxyethylamino)acetate